P(=O)([O-])([O-])[O-].[Ca+2].[Ag+] silver-calcium phosphate